OC1C2=C(S(C1)(=O)=O)C=C(C=C2)C(=O)O 3-hydroxy-2,3-dihydrobenzo[b]thiophene-6-carboxylic acid 1,1-dioxide